9-(1-((6-chloro-2-(2-methyl-1-oxoisoindolin-5-yl)pyridin-3-yl)amino)ethyl)-3-(2-hydroxyethyl)-4,7-dimethyl-3,4-dihydro-5H-pyrazolo[3,4-c]isoquinolin-5-one ClC1=CC=C(C(=N1)C=1C=C2CN(C(C2=CC1)=O)C)NC(C)C=1C=2C3=C(N(C(C2C=C(C1)C)=O)C)N(N=C3)CCO